OC1=CC=C(C=C1)CN1C[C@H]2CCC(N3[C@]2(CC1)OC[C@@H]3C(C)C)=O (3S,7aR,11aR)-9-[(4-hydroxyphenyl)methyl]-3-isopropyl-2,3,6,7,7a,8,10,11-octahydrooxazolo[2,3-j][1,6]naphthyridin-5-one